BrC1=NC=C(C(=C1)OC=1C(=NC(=NC1)N)NNC1=CC=CC=C1)C(C)C 5-((2-bromo-5-isopropylpyridin-4-yl)oxy)-4-(2-phenylhydrazineyl)pyrimidin-2-amine